C1(CC1)CN1[C@H]2[C@@]3(CCC(C[C@@]3(C=3C(=C(C=CC3C2)C#N)O)CC1)=O)O 17-(cyclopropylmethyl)-3-cyano-4,14-dihydroxymorphinan-6-one